3,5-dibromo-4-methylaniline BrC=1C=C(N)C=C(C1C)Br